1,2-dimethyl-3,4-diethylimidazolium CN1C(=[N+](C(=C1)CC)CC)C